COC=1C=C(C=CC1)C=1C=C(C=C2C=CC(OC12)(C)C)C(=O)NC1=CC=C(C=C1)OC 8-(3-methoxyphenyl)-N-(4-methoxyphenyl)-2,2-dimethyl-2H-chromene-6-carboxamide